S(N)(=O)(=O)C1=CC=C(C=C1)NC1=NC(=NC=C1)NC(OC(C)(C)C)=O tert-butyl (4-((4-sulfamoylphenyl)amino)pyrimidin-2-yl)carbamate